2,5-Dimethyl-7,8-dihydro-6H-1,4,7,8b-tetraaza-as-indacene CC1=NN2C=3CNCC3C(=NC2=C1)C